CC1=CN=C(S1)C(=O)[O-] 5-methylthiazole-2-carboxylate